BrC=1C=CC=C2C(NC(NC12)=O)=O 8-bromoquinazoline-2,4(1H,3H)-dione